(S)-(6,7-dichloro-1-methyl-1,3,4,5-tetrahydro-2H-pyrido[4,3-b]indol-2-yl)(4,5-dimethoxypyrimidin-2-yl)methanone ClC1=C(C=CC=2C3=C(NC12)CCN([C@H]3C)C(=O)C3=NC=C(C(=N3)OC)OC)Cl